C(C1=CC=CC=C1)OC=1C=C(C=CC1)NN (3-(benzyloxy)phenyl)hydrazine